C1(=CC=CC=C1)P(=O)(C1=CC=CC=C1)C1=CC=C(C=C1)OB(O)O (4-(diphenylphosphoryl)phenyl)boric acid